1-(4-(diethoxymethyl)phenyl)-N-methyl-methyleneamine C(C)OC(C1=CC=C(C=C1)C=NC)OCC